C(CCC)OC1=NN2C(C(=N1)N)=NC=C2CC2=C(C=CC(=C2)CN2CCCC2)F D-2-butoxy-7-(2-fluoro-5-(pyrrolidin-1-ylmethyl)benzyl)imidazo[2,1-f][1,2,4]triazin-4-amine